COC1=C(C(=NC=C1)CS(=O)C1=NC2=C(N1)C=CC=C2)C 2-[[(4-methoxy-3-methyl-2-pyridinyl)methyl]sulfinyl]-1H-benzimidazole